FC1=C(OC2=CC=C(C=C2)C=2NC=3N(N=CC3C3CNCC3)C2C(=O)N)C=CC=C1 2-(4-(2-fluorophenoxy)phenyl)-7-(pyrrolidin-3-yl)-1H-imidazo[1,2-b]pyrazole-3-carboxamide